N-((5-(2H-tetrazol-5-yl)pyridin-2-yl)methyl)-2-amino-N',3-dimethyl-N'-(pyrimidin-2-yl)quinoline-6-carbohydrazide N=1NN=NC1C=1C=CC(=NC1)CN(N(C1=NC=CC=N1)C)C(=O)C=1C=C2C=C(C(=NC2=CC1)N)C